CC(CCN1CCC2(C(C2)CNC2=CC=C(N=N2)C2=CC=C(C=C2)NC(C)=O)CC1)(C)C N-[4-[6-[[[6-(3,3-dimethylbutyl)-6-azaspiro[2.5]octan-2-yl]methyl]amino]pyridazin-3-yl]phenyl]acetamide